O=C1NC(CCC1N1C(N(C2=C1C=CC(=C2)N2CCC(CC2)CN2CCC(CC2)CC2CCN(CC2)C(=O)OC(C)(C)C)C(C)C)=O)=O tert-butyl 4-[[1-[[1-[1-(2,6-dioxo-3-piperidyl)-3-isopropyl-2-oxo-benzimidazol-5-yl]-4-piperidyl]methyl]-4-piperidyl]methyl]piperidine-1-carboxylate